2,4-di-tert-butylthio-4-methylphenol C(C)(C)(C)SC1=C(C=CC(C1)(C)SC(C)(C)C)O